[5-[1-(4-chlorophenyl)ethoxy]-1,3,4-thiadiazol-2-yl]-4-(2-methoxyphenyl)-6-methylpyridine-3-carboxamide ClC1=CC=C(C=C1)C(C)OC1=NN=C(S1)C1=NC(=CC(=C1C(=O)N)C1=C(C=CC=C1)OC)C